N-((1S)-(4,4-difluorocyclohexyl)(7-(methylsulfonyl)-6-(((5R)-2-oxo-5-(trifluoromethyl)piperidin-3-yl)methyl)imidazo[1,2-b]pyridazin-2-yl)methyl)-1-ethyl-1H-pyrazole-5-carboxamide FC1(CCC(CC1)[C@H](NC(=O)C1=CC=NN1CC)C=1N=C2N(N=C(C(=C2)S(=O)(=O)C)CC2C(NC[C@@H](C2)C(F)(F)F)=O)C1)F